C(C)(C)(C)OC(=O)N1CC(CCC1)C1=CC=C(C=N1)CC(=O)O 2-(6-(1-(tert-butoxycarbonyl)piperidin-3-yl)pyridin-3-yl)acetic acid